C(C)OC(C(CC(=O)OCC)CC1=CC(=CC=C1)OCC(C)C)=O 3-isobutoxybenzylsuccinic acid diethyl ester